C(C)(C)N1N=C(C=2C1=NC=NC2N)C=2NC1=CC(=CC=C1C2)C=2SC=NN2 1-isopropyl-3-[6-(1,3,4-thiadiazol-2-yl)-1H-indol-2-yl]pyrazolo[3,4-d]pyrimidin-4-amine